FC=1C(=NC=NC1)NC(CN1C(C2=CC=C(C=C2C(=N1)C(C)C)OC(F)(F)F)=O)=O N-(5-fluoropyrimidin-4-yl)-2-[1-oxo-4-propan-2-yl-6-(trifluoromethoxy)phthalazin-2-yl]acetamide